C1(CC1)C(C)(O)C1=CC(=C(C(=C1)F)C1=CSC=C1)F 1-cyclopropyl-1-(3,5-difluoro-4-(thiophen-3-yl)phenyl)ethan-1-ol